2-((5-((3S)-3-((9-(2,2-difluorocyclopropane-1-carboxamido)-3-azaspiro[5.5]undec-3-yl)methyl)pyrrolidin-1-yl)-1,2,4-triazin-6-yl)oxy)-5-fluoro-N,N-diisopropylbenzamide FC1(C(C1)C(=O)NC1CCC2(CCN(CC2)C[C@H]2CN(CC2)C=2N=CN=NC2OC2=C(C(=O)N(C(C)C)C(C)C)C=C(C=C2)F)CC1)F